7-[1-(2,2-difluoroethyl)-1H-pyrazolo[3,4-b]pyrazin-6-yl]-2-[3-(trifluoromethyl)pyridin-4-yl]-2,7-diazaspiro[3.5]nonane FC(CN1N=CC=2C1=NC(=CN2)N2CCC1(CN(C1)C1=C(C=NC=C1)C(F)(F)F)CC2)F